methyl 4-cyano-3-fluoro-2,6-dimethylbenzoate C(#N)C1=C(C(=C(C(=O)OC)C(=C1)C)C)F